ethyl 1-(difluoromethyl)-1H-pyrazole-4-carboxylate FC(N1N=CC(=C1)C(=O)OCC)F